N-((2-methoxy-5-(3-methoxy-3-methylazetidin-1-yl)phenyl)sulfonyl)-5-(pyridin-2-yl)quinoline-2-carboxamide COC1=C(C=C(C=C1)N1CC(C1)(C)OC)S(=O)(=O)NC(=O)C1=NC2=CC=CC(=C2C=C1)C1=NC=CC=C1